NC1CC(N(C1)C1=CC=C(C=C1)S(=O)(=O)N1CCN(CC1)C1=NC(=CC(=C1)S(=O)(=O)C1CCOCC1)Cl)=O 4-Amino-1-[4-[4-(6-chloro-4-tetrahydropyran-4-ylsulfonyl-2-pyridinyl)piperazin-1-yl]sulfonylphenyl]pyrrolidin-2-one